C(=O)(O)CCC(=O)C1=CC2=NC(=C(C=C2S1)OC)CCCOC1=C(C2=C(SC(=C2)C(C[C@@H](C(=O)O)C)=O)C=C1OC)F (S)-4-(5-(3-(2-(3-carboxypropanoyl)-6-methoxythieno[3,2-b]pyridin-5-yl)propoxy)-4-fluoro-6-methoxybenzo[b]thiophen-2-yl)-2-methyl-4-oxobutanoic acid